4-(6-bromo-5-nitro-2H-indazol-2-yl)butanamide BrC=1C(=CC2=CN(N=C2C1)CCCC(=O)N)[N+](=O)[O-]